(4-hydroxypiperidin-1-yl)-6-{3-[5-(methoxymethyl)isoxazol-3-yl]-[1,2,4]triazolo[3,4-a]phthalazin-6-oxymethylene}pyridin-3-ylmethanone OC1CCN(CC1)C(=O)C1=CNC(C=C1)=COC1=NN2C(C3=CC=CC=C13)=NN=C2C2=NOC(=C2)COC